5-Bromo-6-(methoxymethyl)-2,3-dihydrobenzofuran-4-ol BrC1=C(C=C2C(CCO2)=C1O)COC